5-(4-cyclopropyl-6-methoxy-2-methylpyrimidin-5-yl)-1-((2-(trimethylsilyl)ethoxy)methyl)-1H-pyrazolo[4,3-d]pyrimidine C1(CC1)C1=NC(=NC(=C1C=1N=CC2=C(N1)C=NN2COCC[Si](C)(C)C)OC)C